IC1=C(C2=C(N=C(N=C2)C)N1C1=C(C(=CC=C1C)OC)C)C#N 6-iodo-7-(3-methoxy-2,6-dimethyl-phenyl)-2-methyl-pyrrolo[2,3-d]pyrimidine-5-carbonitrile